ClC1=NN2C(N=CC3=C2[C@@](CN3C(=O)NC=3C=NC(=C(C3)Cl)C(NOCCO)=O)(C(F)(F)F)C)=C1 (R)-2-chloro-N-(5-chloro-6-((2-hydroxyethoxy)carbamoyl)pyridin-3-yl)-8-methyl-8-(trifluoromethyl)-7,8-dihydro-6H-pyrazolo[1,5-a]pyrrolo[2,3-e]pyrimidine-6-carboxamide